FC1=C(C=C(C=C1[N+](=O)[O-])F)C=1C(=NN(N1)C([2H])([2H])[2H])C(C)N(C(OC(C)(C)C)=O)C tert-butyl (1-(5-(2,5-difluoro-3-nitrophenyl)-2-(methyl-d3)-2H-1,2,3-triazol-4-yl)ethyl)(methyl)carbamate